N(C)CC(=O)O.OCCN1CCNCC1 1-(2-hydroxyethyl)piperazine sarcosinate